6-[[(1-methylcyclobutyl)amino]methyl]-4-(trifluoromethyl)isoindolin-1-one CC1(CCC1)NCC1=CC(=C2CNC(C2=C1)=O)C(F)(F)F